C(C)(C)(C)OC(=O)N([C@H](C(=O)N(C(OC(C)(C)C)=O)C1=CC=C(C=C1)COC(NCC)=O)C)C(=O)OC(C)(C)C TERT-BUTYL N-[(2S)-2-[BIS(TERT-BUTOXYCARBONYL)AMINO]PROPANOYL]-N-[4-(ETHYLCARBAMOYLOXYMETHYL)PHENYL]CARBAMATE